3-Amino-N-((1s,3R)-3-hydroxy-1-methylcyclobutyl)-6-(2-(methyl-d3)-5-((S)-1,1,1-trifluoro-2,3-dihydroxypropan-2-yl)phenyl)pyrazine-2-carboxamide, trifluoroacetate salt FC(C(=O)O)(F)F.NC=1C(=NC(=CN1)C1=C(C=CC(=C1)[C@@](C(F)(F)F)(CO)O)C([2H])([2H])[2H])C(=O)NC1(CC(C1)O)C